C(C1=CC=CC=C1)OC=1C=2C(N=C(N1)Cl)=NN(C2)C2=C(C=C(C=C2C)C(C)(F)F)C 4-(Benzyloxy)-6-chloro-2-{4-(1,1-difluoroethyl)-2,6-dimethylphenyl}-2H-pyrazolo[3,4-d]pyrimidine